C1(CC1)N1CCC2=C(C=CC=C12)C1=CC=2C=NN(C(C2CC1)=O)C1=NC=CC=N1 6-(1-cyclopropyl-indolin-4-yl)-2-(pyrimidin-2-yl)-7,8-dihydro-phthalazin-1(2H)-one